C1(CC1)[C@@H]([C@H](CC=C)C)O (1R,2S)-1-CYCLOPROPYL-2-METHYL-4-PENTEN-1-OL